NC1=C(C=C(C=N1)NC(C(=O)N1C(CCC(C1)C)C=1C=C2COC3(C2=CC1)CC3)=O)CC N-(6-amino-5-ethylpyridin-3-yl)-2-(5-methyl-2-(3'H-spiro[cyclopropane-1,1'-isobenzofuran]-5'-yl)piperidin-1-yl)-2-oxoacetamide